FC(S(=O)(=O)OC=1C=CC(=C2C=NC(=NC12)SC)N1[C@@H]([C@H](C1)CS(=O)(=O)C)C)(F)F 5-((2R,3S)-2-methyl-3-((methylsulfonyl)methyl)azetidin-1-yl)-2-(methylthio)quinazolin-8-yl trifluoromethanesulfonate